BrC=1C(=C(C(=O)N(C)OC)C=CC1)OC 3-bromo-2,N-dimethoxy-N-methylbenzamide